CC1=NC2=CC=C(C=C2CC1)C1=CN=CC=2CN(CCCC21)C(=O)C=2C=NN(C2)C Methyl-6-(8-(1-methyl-1H-pyrazole-4-carbonyl)-6,7,8,9-tetrahydro-5H-pyrido[3,4-c]azepin-4-yl)-3,4-dihydroquinoline